C1(CC1)NC1=NC=CC(=N1)O[C@@H]1CN(CC1)CC(=O)NC=1C=CC=C2C(=CNC12)C1=NC(=NC=C1C)NC1=NN(C(=C1)C)C (S)-2-(3-((2-(cyclopropylamino)pyrimidin-4-yl)oxy)pyrrolidin-1-yl)-N-(3-(2-((1,5-dimethyl-1H-pyrazol-3-yl)amino)-5-methylpyrimidin-4-yl)-1H-indol-7-yl)acetamide